C1(CCC1)OC1=CC=2N(C=C1C(=O)NC1=NC(=CC=C1)OC)C=C(N2)C21COC(C2)(C1)C 7-Cyclobutoxy-N-(6-methoxypyridin-2-yl)-2-(1-methyl-2-oxabicyclo[2.1.1]hexan-4-yl)imidazo[1,2-a]pyridine-6-carboxamide